tert-butyl 3-(3-(6-aminopyridin-2-yl)phenyl)-2,2-dimethylpropanoate NC1=CC=CC(=N1)C=1C=C(C=CC1)CC(C(=O)OC(C)(C)C)(C)C